CO[C@@H]1CN(CC[C@H]1NC1=CC=C2C(=NN(C2=C1)C)C1(C(NC(CC1)=O)=O)C)C1=NC=C(C(=N1)NC=1C=C2CC(N(C2=CC1)C)=O)C#N 2-((3R,4R)-3-methoxy-4-((1-methyl-3-(3-methyl-2,6-dioxopiperidin-3-yl)-1H-indazol-6-yl)amino)piperidin-1-yl)-4-((1-methyl-2-oxoindolin-5-yl)amino)pyrimidine-5-carbonitrile